O[C@@H]1[C@H](C2=CC=CC=C2C1)NC(=O)C=1C2=C(N(N1)C1=C(C=C(C=C1)F)F)[C@@H]([C@@H]1[C@]2(C1)C(C)C)C (3bS,4aR,5R)-1-(2,4-Difluorophenyl)-3b-isopropyl-5-methyl-3b,4,4a,5-tetrahydro-1H-cyclopropa[3,4]cyclopenta[1,2-c]pyrazole-3-carboxylic acid ((1S,2S)-2-hydroxy-indan-1-yl)-amide